1,4-bischloromethylbenzene ClCC1=CC=C(C=C1)CCl